Isopropyl (((2-acetamidoethyl) thio) (phenoxy) phosphoryl)-L-alaninate C(C)(=O)NCCSP(=O)(OC1=CC=CC=C1)N[C@@H](C)C(=O)OC(C)C